[Cu].[Ag].[Pb] lead silver-copper